C[C@@H](CCCO)CC (R)-4-Methylhexan-1-ol